C(C)(C)(C)OC(=O)N1C[C@@H](CCC1)C(NC1=NN(C2=CC=C(C=C12)C1=C(C(=CC=C1Cl)C(=O)OC)Cl)C(C1=CC=CC=C1)(C1=CC=CC=C1)C1=CC=CC=C1)=O (3R)-3-({5-[2,6-dichloro-3-(methoxycarbonyl)phenyl]-1-trityl-1H-indazol-3-yl}carbamoyl)piperidine-1-carboxylic acid tert-butyl ester